BrCC(=O)NC(C)C 2-bromo-N-isopropyl-acetamide